BrC=1C=CC(NC1)=CCl 5-bromo-2-chloromethylenepyridine